[Si]([O-])([O-])([O-])[O-].[Zn+2].[Zn+2] di-zinc orthosilicate